C(C)(C)(C)OC(=O)N[C@H](C(=O)OC(C)(C)C)CCSCCC(C(F)(F)F)O[Si](C)(C)C(C)(C)C (2s)-tert-butyl 2-((tert-butoxycarbonyl)amino)-4-((3-((tert-butyldimethylsilyl)oxy)-4,4,4-trifluorobutyl)thio)butanoate